BrC=1N=C(C(=NC1)[C@@H](C)N[S@](=O)C(C)(C)C)OC (R)-N-((R)-1-(5-bromo-3-methoxypyrazin-2-yl)ethyl)-2-methylpropan-2-sulfinamide